methyl-N'-(pyrimidin-2-yl)-4-(1,4,4,4-tetrafluoro-3-(3,4,5-trichlorophenyl)but-1-en-1-yl)-2-(trifluoromethyl)benzoyl-hydrazine CN(NC1=NC=CC=N1)C(C1=C(C=C(C=C1)C(=CC(C(F)(F)F)C1=CC(=C(C(=C1)Cl)Cl)Cl)F)C(F)(F)F)=O